FC1=C(C=CC(=C1)OC(F)(F)F)CN [2-fluoro-4-(trifluoromethoxy)phenyl]methanamine